N-(1-((2-chloropyridin-4-yl)oxy)-2-methylpropan-2-yl)-2-methoxy-6,7-dihydro-5H-cyclopenta[b]pyridine-3-carboxamide ClC1=NC=CC(=C1)OCC(C)(C)NC(=O)C=1C=C2C(=NC1OC)CCC2